FC1=C(C=C(C(=C1)C)C1=CC2=C(N=C(N=C2)NC)N=C1)NC(=O)N1C[C@H](CC1)CC(F)(F)F (R)-N-(2-fluoro-4-methyl-5-(2-(methylamino)pyrido[2,3-d]pyrimidin-6-yl)phenyl)-3-(2,2,2-trifluoroethyl)pyrrolidine-1-carboxamide